(1-(tert-butoxycarbonyl)azetidin-3-yl)methyl (S)-1-(4-fluorophenyl)-3,4-dihydroisoquinoline-2(1H)-carboxylate FC1=CC=C(C=C1)[C@@H]1N(CCC2=CC=CC=C12)C(=O)OCC1CN(C1)C(=O)OC(C)(C)C